7-(methoxymethoxy)-N-((tetrahydro-2H-pyran-2-yl)oxy)chromane-2-carboxamide COCOC1=CC=C2CCC(OC2=C1)C(=O)NOC1OCCCC1